FC(C=1C=CC=2N(N1)C(=CN2)C2=CC(=NC=N2)N2CC(CC(C2)C)N=S(=O)(CC)CC)F ((1-(6-(6-(Difluoromethyl)imidazo[1,2-b]pyridazin-3-yl)pyrimidin-4-yl)-5-methylpiperidin-3-yl)imino)diethyl-λ6-sulfanone